tert-butyl-((4-methoxy-4-oxobutyl) (4-methoxybenzyl) amino)-2-methylbenzoate C(C)(C)(C)C1=C(C(=C(C(=O)[O-])C=C1)C)N(CC1=CC=C(C=C1)OC)CCCC(=O)OC